[Cl-].[Cl-].C1(=CC=CC=C1)[PH2](C1=CC=CC=C1)C1=CC=CC=C1 triphenyl-phosphorane dichloride